(6-((4-(5-(3-fluoro-2-methylphenyl)-3H-imidazo[4,5-b]pyridin-7-yl)-1H-1,2,3-triazol-1-yl)methyl)pyridin-2-yl)propan-2-ol FC=1C(=C(C=CC1)C1=CC(=C2C(=N1)NC=N2)C=2N=NN(C2)CC2=CC=CC(=N2)CC(C)O)C